FC1=C(C(=CC(=C1OC)CCC)OC)CC(CC)N 1-(2-fluoro-3,6-dimethoxy-4-propylphenyl)butan-2-amine